NN1C(=NN=C1C1=CC(=C(C=C1)Cl)Cl)S 4-amino-5-(3,4-dichlorophenyl)-4H-1,2,4-triazole-3-thiol